O(S(=O)(=O)C(F)(F)F)C=1C=NN(C(C1Cl)=O)C(C)(C)C 1-(tert-butyl)-5-chloro-6-oxo-1,6-dihydropyridazin-4-yl triflate